ClC=1C2=C(SC1C(=O)N(C)C1=NC(=C(C(=C1C)C)OC)C)C=C(C=C2)F 3-Chloro-6-fluoro-N-(5-methoxy-3,4,6-trimethylpyridin-2-yl)-N-methylbenzo[b]thiophen-2-carboxamid